1-(4-(2-(3,4-dimethoxyphenyl)-3-(2,2,2-trifluoroethyl)-1H-indol-5-yl)piperidin-1-yl)-2-(pyridin-3-yl)ethan-1-one COC=1C=C(C=CC1OC)C=1NC2=CC=C(C=C2C1CC(F)(F)F)C1CCN(CC1)C(CC=1C=NC=CC1)=O